FC1=C(C=C(C=C1)OC)S(=O)(=O)NC1=CC=C(C=C1)C1=CC2=C(C(=N1)OCC1CNCCO1)C=NN2 2-fluoro-5-methoxy-N-(4-(4-(morpholin-2-ylmethoxy)-1H-pyrazolo[4,3-c]pyridin-6-yl)phenyl)benzenesulfonamide